BrC=1C=CC2=C(C1)C=1C(=NC=CC1O2)Cl 8-bromo-1-chlorobenzofuro[3,2-c]pyridine